BrC(C(=O)O)CC=1N=CNC1 bromo-β-(4-imidazolyl)propionic acid